BrC1=NC(=CC=C1)C1=NN=CN1[C@@H](COC)C (R)-2-bromo-6-(4-(1-methoxypropan-2-yl)-4H-1,2,4-triazol-3-yl)pyridine